O[C@@H](C)C=1N(C=CN1)CC1=NOC(=C1)C1=CC=C(C=C1)C#CC=1C=CC(=NC1)C(=O)N1CCOCC1 (S)-(5-((4-(3-((2-(1-hydroxyethyl)-1H-imidazol-1-yl)methyl)isoxazol-5-yl)phenyl)ethynyl)pyridin-2-yl)(morpholino)methanone